8-(propylsulfonyl)-3-(2-(4-(p-tolyl)piperazin-1-yl)ethyl)-2-oxa-8-azaspiro[4.5]decan-1-one C(CC)S(=O)(=O)N1CCC2(CC(OC2=O)CCN2CCN(CC2)C2=CC=C(C=C2)C)CC1